(2,6-dimethylphenyl)phenylsulfone CC1=C(C(=CC=C1)C)S(=O)(=O)C1=CC=CC=C1